N1=C(C=NC=C1)C1CCN(CC1)C(=O)O 4-(pyrazin-2-yl)piperidine-1-carboxylic acid